C(C)(C)(C)[SiH2]OC(C(C(=O)O)CCC)(C)C 2-(tert-butyl-dimethyl-silanyloxymethyl)-pentanoic acid